OC1=C(C(=CC(=C1CC=C(C)C)O)OC)C(\C=C\C1=CC=C(C=C1)O)=O (E)-1-(2,4-dihydroxy-6-methoxy-3-(3-methylbut-2-en-1-yl)phenyl)-3-(4-hydroxyphenyl)prop-2-en-1-one